CC1=CC(=CC=C1C(=O)O)C1=CC=C(C=C1)OC(C)=O 6-methyl-4-(4-acetoxyphenyl)benzoic acid